3-(2-(9H-fluoren-3-yl)-1H-indole-1-yl)isobenzofuran vanadium-copper [Cu].[V].C1=CC(=CC=2C3=CC=CC=C3CC12)C=1N(C2=CC=CC=C2C1)C=1OC=C2C=CC=CC12